3-(3-((4-(2-((S)-4-(4-chlorophenyl)-2,3,9-trimethyl-6H-thieno[3,2-f][1,2,4]triazolo[4,3-a][1,4]diazepin-6-yl)ethyl)piperazin-1-yl)methyl)phenyl)piperidine-2,6-dione ClC1=CC=C(C=C1)C1=N[C@H](C=2N(C3=C1C(=C(S3)C)C)C(=NN2)C)CCN2CCN(CC2)CC=2C=C(C=CC2)C2C(NC(CC2)=O)=O